4-fluorophenyl N-[1-[[[1-(4-cyanophenyl)ethyl]-sulfonyl]methyl]propyl]carbamate C(#N)C1=CC=C(C=C1)C(C)S(=O)(=O)CC(CC)NC(OC1=CC=C(C=C1)F)=O